C(C)(=O)C=1C(=CC(=C(C1)C1=CC=C(C=C1)C(F)(F)F)OC)F 5'-acetyl-4'-fluoro-2'-methoxy-4-trifluoromethyl-1,1'-biphenyl